Bromo-2-Benzyloxy-propane BrCC(C)OCC1=CC=CC=C1